ClC=1C=C(C=C(C1CC=1OC(N(N1)C1CC1)=O)Cl)N1N=C(C(NC1=O)=O)C#N 2-(3,5-dichloro-4-((4-cyclopropyl-5-oxo-4,5-dihydro-1,3,4-oxadiazol-2-yl)methyl)phenyl)-3,5-dioxo-2,3,4,5-tetrahydro-1,2,4-triazine-6-carbonitrile